C(#N)C1=C(C(=C(C(=C1F)F)NC(=O)C1CN(C(O1)C(F)(F)F)C1=CC(=C(C=C1)C#N)C(F)(F)F)F)F N-(4-Cyano-2,3,5,6-tetrafluorophenyl)-3-(4-cyano-3-(trifluoromethyl)phenyl)-2-(trifluoromethyl)oxazolidin-5-carboxamid